3-(thiophen-2-yl)propan-1-one S1C(=CC=C1)CCC=O